BrC1=CC=C2C(N(C(C2=C1)=O)CC1=CC=C(C=C1)Cl)(O)C1=CC=C(C=C1)Cl 6-bromo-2-(4-chlorophenylmethyl)-3-(4-chlorophenyl)-3-hydroxyisoindolin-1-one